3-(isopentyloxyphenylphosphinyl)-propionic acid isoamyl ester C(CC(C)C)OC(CCP(=O)(C1=CC=CC=C1)OCCC(C)C)=O